di-tert-butyl-para-cresol C(C)(C)(C)C1=C(C(=CC=C1C)O)C(C)(C)C